COCCC=1C=NC=C(C1)C1=NN=NN1 3-(2-methoxyethyl)-5-(1H-1,2,3,4-tetrazol-5-yl)pyridine